4-(hydroxy-(methyl)phosphinyl)-2-oxobutanoic acid OP(=O)(CCC(C(=O)O)=O)C